ClC1=CC=C(C=C1)C1=CC=2C(=CN=NC2CC2=COC=C2)S1 2-(4-chlorophenyl)-4-(3-furylmethyl)-thieno[2,3-d]pyridazine